C(C)OC=1C(=NC(=C(C1)N1[C@@H](CNCC1)CC)C(=O)N[C@H]1CN(CC1)C)C=1C=NC=CC1 ethoxy-5-[(2R)-2-ethylpiperazin-1-yl]-N-[(3R)-1-methylpyrrolidin-3-yl]-[2,3'-bipyridine]-6-carboxamide